6-methyl-4-oxido-2,3-dihydrofuro[3,2-b]pyridin-4-ium CC=1C=C2C(=[N+](C1)[O-])CCO2